2,2-bis(4-cyanooxyphenyl)ethane C(#N)OC1=CC=C(C=C1)C(C)C1=CC=C(C=C1)OC#N